Tetrazine-Methylamine N1=NN=NC(=C1)CN